5-(2,4-difluorophenyl)isoxazole-3-carboxylic acid ethyl ester C(C)OC(=O)C1=NOC(=C1)C1=C(C=C(C=C1)F)F